(2R,5R)-3-((6-(benzyloxy)pyridin-3-yl)sulfonyl)-8-((2-methoxyethoxy)-carbonyl)-3,8-diazabicyclo[3.2.1]octane-2-carboxylic acid C(C1=CC=CC=C1)OC1=CC=C(C=N1)S(=O)(=O)N1[C@H](C2CC[C@H](C1)N2C(=O)OCCOC)C(=O)O